O=C1NC(CCC1N1C(N(C2=C1C=CC=C2N2CCNCC2)C)=O)=O 4-[1-(2,6-dioxo-3-piperidyl)-3-methyl-2-oxo-benzimidazol-4-yl]Piperazine